3-chloro-6-(3,4-dimethoxyphenyl)-7-((2-(trimethylsilyl)ethoxy)methyl)-7H-pyrrolo[2,3-c]pyridazine ClC1=CC2=C(N=N1)N(C(=C2)C2=CC(=C(C=C2)OC)OC)COCC[Si](C)(C)C